bis(4-chlorophenyl)phenylsulfanium ClC1=CC=C(C=C1)[S+](C1=CC=CC=C1)C1=CC=C(C=C1)Cl